(2S,4R)-4-fluoro-2-[(1-methyl-1H-pyrazol-4-yl)carbamoyl]pyrrolidine-1-carboxylic acid tert-butyl ester C(C)(C)(C)OC(=O)N1[C@@H](C[C@H](C1)F)C(NC=1C=NN(C1)C)=O